2,4-dichloro-6-fluoroquinazoline ClC1=NC2=CC=C(C=C2C(=N1)Cl)F